CN([C@@H](COC)C(=O)N1C[C@H](CCC1)C(=O)O)C1=CC=C2C(=CC(OC2=C1)=O)C1=C(C=CC=C1)C (S)-1-(N,O-dimethyl-N-(2-oxo-4-(o-tolyl)-2H-chromen-7-yl)seryl)piperidine-3-carboxylic acid